1-(benzyloxy)-16-((triisopropylsilyl)oxy)hexadecan-8-ol C(C1=CC=CC=C1)OCCCCCCCC(CCCCCCCCO[Si](C(C)C)(C(C)C)C(C)C)O